Tert-butyl [3-(4-{[5-(2-chloro-6-fluorophenyl)-1-trityl-1H-indazol-3-yl] carbamoyl} piperidin-1-yl) propyl]-carbamate ClC1=C(C(=CC=C1)F)C=1C=C2C(=NN(C2=CC1)C(C1=CC=CC=C1)(C1=CC=CC=C1)C1=CC=CC=C1)NC(=O)C1CCN(CC1)CCCNC(OC(C)(C)C)=O